methyl-1-(2-fluoro-6-(methylamino)pyridin-3-yl)ethan-1-one CCC(=O)C=1C(=NC(=CC1)NC)F